1-((2-((7-methyl-6-nitroquinolin-4-yl)oxy)ethyl)amino)piperidine CC1=C(C=C2C(=CC=NC2=C1)OCCNN1CCCCC1)[N+](=O)[O-]